C(C)(C)(C)OC(=O)N[C@H]1CN(CCC1)C=1SC=C(N1)C(=O)N[C@@H](CO[Si](C)(C)C(C)(C)C)C(=O)N[C@@H](CO)C(=O)OC methyl N-(2-((R)-3-((tertbutoxy carbonyl)amino)piperidin-1-yl)thiazole-4-carbonyl)-O-(tert-butyldimethylsilyl)-L-seryl-L-serinate